FC(C(=O)O)(S(=O)(=O)F)F Difluoro(fluorosulfonyl)acetic acid